C(C)N(S(=O)(=O)NC=1C(=C(C(=O)C2=CNC3=NC=C(C=C32)C=3C=NC(=NC3)N3CCN(CC3)C(=O)OC(C)(C)C)C(=CC1)F)F)C tert-butyl 4-[5-[3-[3-[[ethyl(methyl) sulfamoyl] amino]-2,6-difluoro-benzoyl]-1H-pyrrolo[2,3-b]pyridin-5-yl]pyrimidin-2-yl]piperazine-1-carboxylate